C(C)OC=1C(=NC=CC1)O[C@H]1CN(CCC1)C1=CN=CC(=N1)NC1=NC(=NC=C1)C=1C=C(C=CC1)CC(C(=O)O)(C)C (R)-3-(3-(4-((6-(3-((3-ethoxypyridin-2-yl)oxy)piperidin-1-yl)pyrazin-2-yl)amino)pyrimidin-2-yl)phenyl)-2,2-dimethylpropanoic acid